((((1R,2S,3S,5R)-3-((Z)-styryl)-5-vinylcyclopentane-1,2-diyl)bis(methylene))bis(oxy))bis(tert-butyldimethylsilane) C(=C/C1=CC=CC=C1)/[C@H]1[C@@H]([C@@H]([C@H](C1)C=C)CO[Si](C)(C)C(C)(C)C)CO[Si](C)(C)C(C)(C)C